6-fluoro-7-methoxy-1,2,3,4-tetrahydronaphthalene FC=1C=C2CCCCC2=CC1OC